CNC1=CC=C(C=C1)C(F)(F)F N-methyl-4-trifluoromethyl-aniline